BrC=1C=2N(C=C(C1)C1CC1)C=C(N2)[C@@H]2N(C[C@H](C2)O[Si](C(C)C)(C(C)C)C(C)C)C2=CC=C1C(=CC(=NC1=C2)[C@@H]2[C@H](C2)C2=NC=CC(=N2)C)OC |o1:39,40| 7-((2R,4S)-2-(8-bromo-6-cyclopropylimidazo[1,2-a]pyridin-2-yl)-4-((triisopropylsilyl)oxy)pyrrolidin-1-yl)-4-methoxy-2-((1S*,2S*)-2-(4-methylpyrimidin-2-yl)cyclopropyl)quinoline